ClC1=CC=C(C=C1)N1N=CC(=C1)O 1-(4-chlorophenyl)-1H-pyrazol-4-ol